NC=1C2=C(N=CN1)N(C=C2C2=CC(=C(C=C2)NC(=O)NC2=CC(=C(C=C2)N2C=NC(=C2)C)C(F)(F)F)F)C2CC2 4-(4-amino-7-cyclopropyl-7H-pyrrolo[2,3-d]pyrimidin-5-yl)-2-fluorophenyl-3-(4-(4-methyl-1H-imidazol-1-yl)-3-(trifluoromethyl)phenyl)urea